ClC1=C(C=CC=C1)C(C1=CC=CC=C1)(C1=CC=CC=C1)OC([C@@H](CCCCNC([C@H](CCCCN)NC(=O)OC(C)(C)C)=O)NC(=O)OCC1=CC=CC=C1)=O [(2-chlorophenyl)diphenylmethyl]-(2R)-6-[[(2S)-6-amino-2-(tert-butoxycarbonylamino)hexanoyl]amino]-2-(benzyloxycarbonylamino)hexanoate